4,4'-bicyclohexene C1=CCC(CC1)C1CC=CCC1